FC(C1=CC(=C(COC2=CC=CC(=N2)C2=CC(=C(CC3=NC4=C(N3[C@H]3COCC3(C)C)C=C(C=C4F)C(=O)O)C=C2F)F)C=C1)F)F (R)-2-(4-(6-((4-(difluoromethyl)-2-fluorobenzyl)oxy)pyridin-2-yl)-2,5-difluorobenzyl)-1-(4,4-dimethyltetrahydrofuran-3-yl)-4-fluoro-1H-benzo[d]imidazole-6-carboxylic acid